N-((S)-2-cyano-1-(4-(ethylsulfonyl)phenyl)ethyl)-4-((2S,4S)-2-((difluoromethoxy)methyl)-4-(4-(difluoromethoxy)phenoxy)pyrrolidin-1-yl)benzamide C(#N)C[C@@H](C1=CC=C(C=C1)S(=O)(=O)CC)NC(C1=CC=C(C=C1)N1[C@@H](C[C@@H](C1)OC1=CC=C(C=C1)OC(F)F)COC(F)F)=O